9-Ethyl-2,3,4,4a,5,6,7,8,9,9a-decahydro-1H-carbazol C(C)N1C=2CCCCC2C2CCCCC12